NC1=CC=C(CN2C[C@@]3([C@@H](N[C@H]([C@@H]3C3=C(C(=CC=C3)Cl)F)C(=O)NC3=C(C=C(C(=O)O)C=C3)OC)CC(C)(C)C)C3=CC=C(C=C23)Cl)C=C1 4-((2'S,3S,4'S,5'R)-1-(4-aminobenzyl)-6-chloro-4'-(3-chloro-2-fluorophenyl)-2'-Neopentylspiro[indoline-3,3'-pyrrolidine]-5'-carboxamido)-3-methoxybenzoic acid